2-(4-(2-((3-(Bis(2-hydroxydecyl)amino)propyl)disulfaneyl)ethyl)piperazin-1-yl)ethyl 4-(bis((9Z,12Z)-2-hydroxyoctadeca-9,12-dien-1-yl)amino)butanoate OC(CN(CCCC(=O)OCCN1CCN(CC1)CCSSCCCN(CC(CCCCCCCC)O)CC(CCCCCCCC)O)CC(CCCCCC\C=C/C\C=C/CCCCC)O)CCCCCC\C=C/C\C=C/CCCCC